O1CCN(CC1)CC(=O)C1=CC=C(C=C1)C1=NOC(=N1)C(F)(F)F 2-morpholino-1-(4-(5-(trifluoromethyl)-1,2,4-oxadiazol-3-yl)phenyl)ethan-1-one